7-(8-((t-butoxycarbonyl)amino)-7-fluoro-3-(isochroman-7-ylamino)isoquinolin-6-yl)-8-methyl-2,3-dihydro-1H-pyrido[2,3-B][1,4]oxazine-1-carboxylic acid tert-butyl ester C(C)(C)(C)OC(=O)N1C2=C(OCC1)N=CC(=C2C)C=2C=C1C=C(N=CC1=C(C2F)NC(=O)OC(C)(C)C)NC2=CC=C1CCOCC1=C2